CC(=C[SiH2]C=C[SiH2]C=C(C)C)C 1,2-bis(dimethylvinylsilyl)ethylene